(4-fluorophenyl)-4-[6-(1-methylimidazol-4-yl)furo[2,3-d]pyrimidin-4-yl]-1H-pyrazole FC1=CC=C(C=C1)N1N=CC(=C1)C=1C2=C(N=CN1)OC(=C2)C=2N=CN(C2)C